dihydro-2H-1,4-benzoxazin O1CCNC2=C1C=CC=C2